4-bis(4-methoxyphenyl)aminophenylboric acid COC1=CC=C(C=C1)N(C1=CC=C(C=C1)OB(O)O)C1=CC=C(C=C1)OC